(S)-2-(2-methyl-2-(tetrahydro-2H-pyran-4-yl)propionamido)-9-(5,6,7,8-tetrahydro-1,8-naphthyridin-2-yl)nonanoic acid CC(C(=O)N[C@H](C(=O)O)CCCCCCCC1=NC=2NCCCC2C=C1)(C)C1CCOCC1